(3R,4R,5R,6R)-4,5-bis(benzyloxy)-6-((benzyloxy)methyl)tetrahydro-2H-pyran-3-carboxylate C(C1=CC=CC=C1)O[C@@H]1[C@@H](CO[C@@H]([C@@H]1OCC1=CC=CC=C1)COCC1=CC=CC=C1)C(=O)[O-]